COC1=C(CNC2=NC=3C(=CC(=CC3C=3N2N=C(N3)[C@@H]3CC[C@@H](N(C3)C(=O)C3=CC=C(C(=O)OC)C=C3)C)F)F)C=CC(=C1)OC methyl 4-((2S,5R)-5-(5-((2,4-dimethoxybenzyl)amino)-7,9-difluoro[1,2,4]triazolo[1,5-c]quinazolin-2-yl)-2-methylpiperidine-1-carbonyl)benzoate